[Cu](Br)Br.C(C1=CC=CC=C1)N1C(N(C=C1)C)C 1-benzyl-2,3-dimethylimidazole copper bromide